methyl (2S)-2-hydroxy-3-[[7-(5-methyl-1,2,4-oxadiazol-3-yl)-1-isoquinolyl]amino]propanoate O[C@H](C(=O)OC)CNC1=NC=CC2=CC=C(C=C12)C1=NOC(=N1)C